ClC1=CC2=C(N(C(N=C2N2C(CN(CC2)C(=O)OC(C)(C)C)C)=O)C=2C(=NC=CC2C)C2CC2)N=C1Cl tert-Butyl 4-(6,7-dichloro-1-(2-cyclopropyl-4-methylpyridin-3-yl)-2-oxo-1,2-dihydropyrido[2,3-d]pyrimidin-4-yl)-3-methylpiperazine-1-carboxylate